(S)-2-(((S)-5-methoxy-1,2,3,4-tetrahydronaphthalen-2-yl)amino)-2-phenylethanol COC1=C2CC[C@@H](CC2=CC=C1)N[C@H](CO)C1=CC=CC=C1